BrC=1C=2C(N=C3N(C2C=CC1)C1=CC(=CC=C1C31CCCCC1)N1CCC(CC1)CN1CCC3(CCN(CC3)C3=CC(=C(C(=C3)F)C3C(NC(CC3)=O)=O)F)CC1)=O 3-(4-(9-((1-(4'-bromo-5'-oxo-5'H-spiro[cyclohexane-1,7'-indolo[1,2-a]quinazolin]-10'-yl)piperidin-4-yl)methyl)-3,9-diazaspiro[5.5]undecan-3-yl)-2,6-difluorophenyl)piperidine-2,6-dione